thieno[2,3-e]pyridine S1C=CC2=C1C=CC=N2